1-(5-(4-fluorophenyl)-2-phenyloxazol-4-yl)-5-(3-hydroxypropyl)pyrimidine-2,4(1H,3H)-dione FC1=CC=C(C=C1)C1=C(N=C(O1)C1=CC=CC=C1)N1C(NC(C(=C1)CCCO)=O)=O